C(C(=C)C)(=O)OCCC[Si](O[Si](C=C)(C)C)(O[Si](C=C)(C)C)O[Si](C)(C)C=C methacryloxypropyl-tris(vinyldimethylsiloxy)silane